(R)-5-((4-((1-(3-(difluoromethyl)-2-fluorophenyl)ethyl)amino)-2-methylquinazolin-6-yl)(Methyl)amino)pyrimidin-2(1H)-one FC(C=1C(=C(C=CC1)[C@@H](C)NC1=NC(=NC2=CC=C(C=C12)N(C=1C=NC(NC1)=O)C)C)F)F